(2,5-dichlorophenyl)methylamine ClC1=C(C=C(C=C1)Cl)CN